FC(C=1C=CC(=NC1)S)(F)F 5-(trifluoromethyl)pyridine-2-thiol